C[Se]C[C@H](C(=O)[O-])N The molecule is a D-alpha-amino acid anion having methylselanylmethyl as the side-chain. It is a conjugate base of a Se-methyl-D-selenocysteine. It is an enantiomer of a Se-methyl-L-selenocysteinate.